7-amino-3-(2-fluoro-6-methyl-phenyl)-1-[(4R)-1-methylazepan-4-yl]-4H-pyrido[4,3-d]pyrimidin-2-one NC1=CC=2N(C(N(CC2C=N1)C1=C(C=CC=C1C)F)=O)[C@H]1CCN(CCC1)C